(2S,2'S)-3,3'-((5-(3-((S)-2-carboxy-2-((R)-pyrrolidin-3-yl)ethyl)benzyl)-2,4,6-trioxo-1,3,5-triazine-1,3-diyl)bis(3,1-phenylene))bis(2-((R)-pyrrolidin-3-yl)propanoic acid) C(=O)(O)[C@@H](CC=1C=C(CN2C(N(C(N(C2=O)C=2C=C(C=CC2)C[C@H](C(=O)O)[C@@H]2CNCC2)=O)C=2C=C(C=CC2)C[C@H](C(=O)O)[C@@H]2CNCC2)=O)C=CC1)[C@@H]1CNCC1